acryloylpentanoic acid C(C=C)(=O)C(C(=O)O)CCC